C(C)(C)(C)[S@](=O)N[C@H](C)C=1C=C(C(=C(C1)C=1C=NN(C1)CC(=O)NC)OC)OC 2-[4-[5-[(1R)-1-[[(S)-tert-butylsulfinyl]amino]ethyl]-2,3-dimethoxy-phenyl]pyrazol-1-yl]-N-methyl-acetamide